2-((2-(4-((2,4-dioxothiazolidin-5-yl)methyl)phenoxy)ethyl)amino)-4-(4-fluorophenyl)thiazole-5-carbonitrile O=C1SC(C(N1)=O)CC1=CC=C(OCCNC=2SC(=C(N2)C2=CC=C(C=C2)F)C#N)C=C1